(2S,4R)-N-((4-carbamimidoylthiophen-2-yl)methyl)-4-fluoro-4-(hydroxy-methyl)-1-((4-phenoxybutanoyl)glycyl)pyrrolidine-2-carboxamide C(N)(=N)C=1C=C(SC1)CNC(=O)[C@H]1N(C[C@](C1)(CO)F)C(CNC(CCCOC1=CC=CC=C1)=O)=O